6-chloro-3-isopropyl-N-(pyridazin-3-yl)-[1,2,4]triazolo[4,3-b]pyridazin-8-amine ClC=1C=C(C=2N(N1)C(=NN2)C(C)C)NC=2N=NC=CC2